C(C)(C)(C)OC(=O)NC(=NS(=O)(=O)C(F)(F)F)NC(=O)OC(C)(C)C 1,3-bis(tert-butoxycarbonyl)-2-(trifluoromethanesulfonyl)guanidine